2-(4-(trifluoromethyl)phenyl)morpholine 6-hydroxy-5'-methyl-4-pentyl-2'-(prop-1-en-2-yl)-[1,1'-biphenyl]-2-yl-methyl-methylphosphonate OC1=CC(=CC(=C1C1=C(C=CC(=C1)C)C(=C)C)C(P(O)(O)=O)C)CCCCC.FC(C1=CC=C(C=C1)C1CNCCO1)(F)F